6-((2-(6-(2,2,2-trifluoroethyl)quinazolin-4-yl)-2,7-diazaspiro[3.5]nonan-7-yl)methyl)-1H-indole-2-carbonitrile FC(CC=1C=C2C(=NC=NC2=CC1)N1CC2(C1)CCN(CC2)CC2=CC=C1C=C(NC1=C2)C#N)(F)F